C(C1=CC=C(C=C1)OC)CC(=O)O.C(C)(C)(C)C1=NC(=NC=C1)C1CCC2(CN(C2)C(=O)C2CC(C2)(C)O)CC1 (7-(4-(tert-butyl)pyrimidin-2-yl)-2-azaspiro[3.5]non-2-yl)((1s,3s)-3-hydroxy-3-methylcyclobutyl)methanone p-anisyl-acetate